4-[6-chloro-8-fluoro-4-piperazin-1-yl-2-[3-(methylamino)pyrrolidin-1-yl]quinazolin-7-yl]-1,3-benzothiazol-2-amine ClC=1C=C2C(=NC(=NC2=C(C1C1=CC=CC2=C1N=C(S2)N)F)N2CC(CC2)NC)N2CCNCC2